FC1(OC=2C(=CC3=C(N=C(S3)NC([C@H](C)N3C[C@@H](C(CC3)(F)F)C3=CNC(C(=C3)[C@@H](CO)O)=O)=O)C2)O1)F (S)-N-(2,2-difluoro-[1,3]dioxolo[4',5':4,5]benzo[1,2-d]thiazol-6-yl)-2-((S)-3-(5-((S)-1,2-dihydroxyethyl)-6-oxo-1,6-dihydropyridin-3-yl)-4,4-difluoropiperidin-1-yl)propanamide